ClC1=C(C=CC=2C3=C(N(C12)C(C)=O)CCN(C3)C(=O)C3=NC=C(C=N3)OC)Cl 1-(6,7-dichloro-2-(5-methoxypyrimidine-2-carbonyl)-1,2,3,4-tetrahydro-5H-pyrido[4,3-b]indol-5-yl)ethan-1-one